S1C(=CC2=C1C=CC=C2)C2=CC=C(C=C2)N(C2=CC=C(C=C2)C=2C=CC1=C(OC3=C1C=CC=C3)C2)C2=CC=C(C=C2)C2=CC=C(C=C2)C=2OC3=C(N2)C=CC=C3 (4-Benzothien-2-yl-phenyl)-(4'-benzoxazol-2-yl-biphenyl-4-yl)-(4-dibenzofuran-3-yl-phenyl)amine